OC1=NC=2C=CC3=C(C2N=C1)C1=C(S3)C(N[C@@H](CC1)C)=O (R)-3-hydroxy-10-methyl-9,10,11,12-tetrahydro-8H-azepino[4',3':4,5]thieno[3,2-f]quinoxalin-8-one